C(C1=CC=CC=C1)O[N+](=O)[O-] Benzylnitrate